((1S,2S)-2-aminocyclooctyl)-5-chloro-N-(thiophen-2-ylmethyl)thieno[3,2-b]pyridin-7-amine N[C@@H]1[C@H](CCCCCC1)C1=CC2=NC(=CC(=C2S1)NCC=1SC=CC1)Cl